C(#N)C=1C=NN2C1C(=CC(=C2)C=2C=NN(C2)C)C=2C=CC(=NC2)N2[C@@H]1CC3CC(C[C@@H]2C3)(C1)C(=O)NC=1C=NC(=CC1)OC (1R,3S,5s,7s)-2-(5-(3-cyano-6-(1-methyl-1H-pyrazol-4-yl)pyrazolo[1,5-a]pyridin-4-yl)pyridin-2-yl)-N-(6-methoxypyridin-3-yl)-2-azaadamantan-5-carboxamide